NC1=NC2=C(C=CC=C2C(=N1)C(=O)NCC1=NC(=CC=C1)COC1=CC(=CC=C1)F)OC 2-amino-N-[[6-[(3-fluorophenoxy)methyl]-2-pyridyl]methyl]-8-methoxy-quinazoline-4-carboxamide